S(=O)(=O)(C1=CC=C(C)C=C1)O[C@H]1CC[C@@H](OC1)C(=O)OCC1=CC=CC=C1 |r| rac-Benzyl (2R,5S)-5-(tosyloxy)tetrahydro-2H-pyran-2-carboxylate